p-amino-N,N-di-ethylaniline NC1=CC=C(N(CC)CC)C=C1